n-butyldi-tert-butylphosphine palladium diacetate C(C)(=O)[O-].C(C)(=O)[O-].[Pd+2].C(CCC)P(C(C)(C)C)C(C)(C)C